3-(2-{4-[2-(2,6-Dioxopiperidin-3-yl)-1-oxo-2,3-dihydro-1H-isoindol-5-yl]piperazin-1-yl}ethoxy)propanoic acid O=C1NC(CCC1N1C(C2=CC=C(C=C2C1)N1CCN(CC1)CCOCCC(=O)O)=O)=O